C(CCC)OC1=CC=C(C=C1)C=1SC2=C(C(=CC(N2C1C(=O)O)=O)CC1=CC=CC2=CC=CC=C12)C1CC1 8-(p-butoxyphenyl)-5-cyclopropyl-4-[(1-naphthyl)methyl]-2-oxo-7-thia-1-azabicyclo[4.3.0]non-3,5,8-triene-9-carboxylic acid